C(C)N1[C@@H](C=2N=CC(=C(C3=CN4C(C(OCCCCCC(NC1=O)CC(CC)CC)=N3)=NC=C4)C2)OC)C (12R)-13-ethyl-16-(2-ethylbutyl)-8-methoxy-12-methyl-12,13,16,17,18,19,20,21-octahydro-6,23-(azeno)-11,7-(metheno)imidazo[2,1-c][1,4,10,13,15]oxatetraazacyclohenicosin-14(15H)-one